rac-tert-butyl (1R,2S,3R,5S)-3-(difluoromethoxy)-2-(tritylamino)-8-azabicyclo[3.2.1]octane-8-carboxylate FC(O[C@H]1[C@H]([C@H]2CC[C@@H](C1)N2C(=O)OC(C)(C)C)NC(C2=CC=CC=C2)(C2=CC=CC=C2)C2=CC=CC=C2)F |r|